ethyl 4-((6-bromoisoquinolin-4-yl)oxy)cyclohexane-1-carboxylate BrC=1C=C2C(=CN=CC2=CC1)OC1CCC(CC1)C(=O)OCC